FC1CN(C1)C=1C2=C(N=CN1)CN(CC2)C(=O)C2=C(OC=1N=CN=C(C12)NC1(CC1)C)C 5-[4-(3-fluoroazetidin-1-yl)-5h,6h,7h,8h-pyrido[3,4-d]pyrimidine-7-carbonyl]-6-methyl-N-(1-methylcyclopropyl)furo[2,3-d]pyrimidin-4-amine